OC=1C=C(C=CC1O)C[C@H]1CCC(=O)O1 (R)-5-(3,4-dihydroxyphenyl)-gamma-valerolactone